ClCC1=NC2=CC=C(C=C2C(N1)=O)OCCCOC 2-(chloromethyl)-6-(3-methoxypropoxy)-3H-quinazolin-4-one